BrC1=CC=CC=2C=3C(NC(C3C(=CC21)NS(=O)(=O)C2=CC=C(C=C2)C)C2=C(C=CC(=C2)F)Cl)=O N-[6-bromo-3-(2-chloro-5-fluorophenyl)-1-oxo-2,3-dihydro-1H-benzo[e]isoindol-4-yl]-4-methylbenzenesulfonamide